ClC1=CC(=C(C=C1Cl)O)C1CCN(CC1)C 4,5-dichloro-2-(1-methylpiperidin-4-yl)phenol